C(C)(C)NCCN(C([O-])=O)C=1SC2=C(N1)C=CC(=C2)OC(F)(F)F 2-(Isopropylamino)ethyl(6-(trifluoromethoxy)benzo[d]thiazol-2-yl)carbamate